NC1=C(CN2C(N([C@H](C3=CC=C(C=C23)C(=O)NCC2=C(C=C(C=C2F)F)F)C)C)=O)C(=CC=C1)F (S)-1-(2-amino-6-fluorobenzyl)-3,4-dimethyl-2-oxo-N-(2,4,6-trifluorobenzyl)-1,2,3,4-tetrahydroquinazoline-7-carboxamide